3-Ethyl-3,4-dimethylhexanoic acid C(C)C(CC(=O)O)(C(CC)C)C